(R)-5-(6-(4-(2-(2-methoxyethoxy)phenyl)piperidin-1-yl)-2-azaspiro[3.4]oct-2-yl)-1,3,4-oxadiazole-2-carboxylic acid ethyl ester C(C)OC(=O)C=1OC(=NN1)N1CC2(C1)C[C@@H](CC2)N2CCC(CC2)C2=C(C=CC=C2)OCCOC